ClC=1C=C(NC2(CCC3(C(CC4=CC=CC=C34)C[C@H](COC3=CC=NC=4[C@@H](CC[C@H](C34)CC)O)C)CC2)C(=O)O)C=CC1 4-(3-Chloroanilino)-2'-[(2R)-3-{[(5R,8R)-5-ethyl-8-hydroxy-5,6,7,8-tetrahydroquinolin-4-yl]oxy}-2-methylpropyl]-2',3'-dihydrospiro[cyclohexane-1,1'-indene]-4-carboxylic acid